2-(2-acryloyl-2,6-diazaspiro[3.4]octan-6-yl)-4-(5-methyl-1H-indazol-4-yl)pyrimidine-5-carbonitrile C(C=C)(=O)N1CC2(C1)CN(CC2)C2=NC=C(C(=N2)C2=C1C=NNC1=CC=C2C)C#N